benzyl (3-(4-amino-N-methylphenylsulfonimidoyl)propyl)carbamate NC1=CC=C(C=C1)S(=O)(=NC)CCCNC(OCC1=CC=CC=C1)=O